FC=1C=C(C=CC1OC1=NC=NC2=CC(=C(C=C12)OCCCN1CCOCC1)OC)NC(=O)C1(CC1)C(=O)NC1=CC=C(C=C1)F N-[3-fluoro-4-({7-(methyloxy)-6-[(3-morpholin-4-ylpropyl)oxy]quinazolin-4-yl}oxy)phenyl]-N'-(4-fluorophenyl)cyclopropane-1,1-dicarboxamide